BrC=1C=CC(=C(NC=CC(=O)N)C1)Cl 3-(5-bromo-2-chloro-anilino)acrylamide